BrC=1C=C2C3(C(N(C2=CC1)CC(=O)NCCCC(=O)O)=O)CCCC3 4-(2-(5'-bromo-2'-oxospiro[cyclopentane-1,3'-indoline]-1'-yl)acetamido)butanoic acid